3-(4-methoxyphenyl)-2-methylpropane-1,2-diamine COC1=CC=C(C=C1)CC(CN)(N)C